((R)-1-(2,4-Difluorophenoxy)ethyl)-3-ethyl-8-(trifluoromethyl)[1,2,4]triazolo-[4,3-a]pyridine FC1=C(O[C@H](C)C2=CC=C(C=3N2C(=NN3)CC)C(F)(F)F)C=CC(=C1)F